(E)-4-(dimethylamino)-1-(4-(2-(3-methoxyphenethyl)quinazolin-4-yl)piperazin-1-yl)but-2-en-1-one CN(C/C=C/C(=O)N1CCN(CC1)C1=NC(=NC2=CC=CC=C12)CCC1=CC(=CC=C1)OC)C